CN1CC(OB(OC(C1)=O)C(/C=C/C)(CCCC)NS(OCC(Cl)(Cl)Cl)(=O)=O)=O 2,2,2-trichloroethyl (E)-(4-(6-methyl-4,8-dioxo-1,3,6,2-dioxazaborocan-2-yl)oct-2-en-4-yl)sulfamate